C(C)(C)(C)OC(=O)N1[C@@H](CC1)COC1=C(C=C(C(=C1)C(=O)OC)C)F.C1(=CC=CC=C1)N(C1=CC=C(C=C1)N(C1=CC=CC=C1)C1=CC=2C3(C4=CC=CC=C4C2C=C1)C1=CC=CC=C1C1=CC=CC=C13)C1=CC=CC=C1 2-[N-(4-diphenylaminophenyl)-N-phenylamino]spiro-9,9'-bifluorene tert-Butyl-(S)-2-((2-fluoro-5-(methoxycarbonyl)-4-methylphenoxy)methyl)azetidine-1-carboxylate